Acetic acid 2-[5-cyano-4-(4-isopropyl-phenyl)-[2,2']bipyridinyl-6-yloxymethoxy]-ethyl ester C(#N)C=1C(=CC(=NC1OCOCCOC(C)=O)C1=NC=CC=C1)C1=CC=C(C=C1)C(C)C